C(C=1C(O)=CC=CC1)(=O)OC(C)C i-propyl salicylate